1-Methyl-1H-pyrazolo[3,4-c]pyridazin CN1N=CC=2C1=NN=CC2